[1-[3-[[(1R)-1-[3-methoxy-5-(1-methylpyrazol-4-yl) phenyl] ethyl] carbamoyl]-4-methyl-phenyl] azetidin-3-yl] methanesulfonate CS(=O)(=O)OC1CN(C1)C1=CC(=C(C=C1)C)C(N[C@H](C)C1=CC(=CC(=C1)C=1C=NN(C1)C)OC)=O